12Z-octadecadienylacetic acid C(=CC=CCCCCCCCCCCCCCC)CC(=O)O